(1r,3s,5s)-N-(4,4-difluoro-1-oxaspiro[4.5]dec-8-yl)-8-(5-(5-fluoro-2-methoxypyridin-4-yl)-1H-pyrazole-3-carbonyl)-8-azabicyclo[3.2.1]octane-3-carboxamide FC1(CCOC12CCC(CC2)NC(=O)C2C[C@H]1CC[C@@H](C2)N1C(=O)C1=NNC(=C1)C1=CC(=NC=C1F)OC)F